8-((2s,5r)-4-(isoquinolin-1-yl)-2,5-dimethylpiperazin-1-yl)-5-methyl-6-oxo-5,6-dihydro-1,5-naphthyridine-2-carbonitrile C1(=NC=CC2=CC=CC=C12)N1C[C@@H](N(C[C@H]1C)C1=CC(N(C=2C=CC(=NC12)C#N)C)=O)C